2-(1-(fluoromethyl)-2-oxabicyclo[2.1.1]hex-4-yl)-6-isopropoxy-2H-pyrazolo[3,4-b]pyridine FCC12OCC(C1)(C2)N2N=C1N=C(C=CC1=C2)OC(C)C